N'-(2-ethyl-4-hydroxy-phenyl)-6-(6-methoxy-4-methyl-3-pyridyl)-4-[(1-methyl-4-piperidyl)amino]pyrrolo[1,2-b]pyridazine-3-carboxamidine formic acid salt C(=O)O.C(C)C1=C(C=CC(=C1)O)N=C(N)C1=C(C=2N(N=C1)C=C(C2)C=2C=NC(=CC2C)OC)NC2CCN(CC2)C